(S)-1-(3-((6-(2-((R)-1-(ethylamino)ethyl)-5-methylpyridin-4-yl)-[1,2,4]triazolo[1,5-a]pyrazin-8-yl)oxy)propoxy)-5,5-difluorohexan-2-amine C(C)N[C@H](C)C1=NC=C(C(=C1)C=1N=C(C=2N(C1)N=CN2)OCCCOC[C@H](CCC(C)(F)F)N)C